NC1=C(N=NC(=C1)Cl)C#CC1=CC(=NC=C1)NC([C@H](CC(F)F)C1=CC=C(C=C1)F)=O |r| (2RS)-N-{4-[(4-amino-6-chloropyridazin-3-yl)ethynyl]pyridin-2-yl}-4,4-difluoro-2-(4-fluorophenyl)butanamide